tert-butyl ((5-(3-cyano-6,7-dimethoxyquinolin-4-yl)pyridin-2-yl)methyl)carbamate C(#N)C=1C=NC2=CC(=C(C=C2C1C=1C=CC(=NC1)CNC(OC(C)(C)C)=O)OC)OC